Tert-Butyl (2R,5S)-4-(5-bromo-7-tosyl-7H-pyrrolo[2,3-d]pyrimidin-4-yl)-2,5-dimethylpiperazine-1-carboxylate BrC1=CN(C=2N=CN=C(C21)N2C[C@H](N(C[C@@H]2C)C(=O)OC(C)(C)C)C)S(=O)(=O)C2=CC=C(C)C=C2